[N+](=O)([O-])C1=CC=C(C(=O)O[C@H]2C3=C4C(N5CCCOC[C@@H]5C2)=NC(=NC4=C(C(=N3)Cl)F)SCC)C=C1 (4R,5aS)-2-chloro-12-(ethylthio)-1-fluoro-4,5,5a,6,9,10-hexahydro-8H-7-oxa-3,10a,11,13-tetraazanaphtho[1,8-ab]heptalen-4-yl 4-nitrobenzoate